n-methyl-2-(4-(3-methyl-2-(1H-pyrrolo[2,3-b]pyridin-4-yl)-1H-indol-5-yl)piperidin-1-yl)ethan-1-amine CNCCN1CCC(CC1)C=1C=C2C(=C(NC2=CC1)C1=C2C(=NC=C1)NC=C2)C